4-(5-(3,5-dichlorophenyl)-5-(trifluoromethyl)-4,5-dihydroisoxazol-3-yl)-N-(5-isobutyl-1-methyl-1H-1,2,4-triazol-3-yl)-N,2-dimethylbenzamide ClC=1C=C(C=C(C1)Cl)C1(CC(=NO1)C1=CC(=C(C(=O)N(C)C2=NN(C(=N2)CC(C)C)C)C=C1)C)C(F)(F)F